CN([C@@H]1C(C(=C([C@]2(C(C3=C(C4=C(C=CC(=C4C[C@H]3C[C@@H]12)N(C)C)O)O)=O)O)O)C(=O)N)=O)C (4S,4aS,5aR,12aR)-4,7-bis(dimethylamino)-1,10,11,12a-tetrahydroxy-3,12-dioxo-4a,5,5a,6-tetrahydro-4H-tetracene-2-carboxamide